[Cl-].[Cl-].C(=C)C1=CC=C(C[N+]2=CC=C(C=C2)C2=CC=[N+](C=C2)CC2=CC=C(C=C2)C=C)C=C1 1,1'-bis[(4-vinyl)-benzyl]-4,4'-bipyridinium dichloride salt